tert-butyl (3R,4R)-3-(((5-(2-(cyclopropanecarboxamido)pyrazolo[1,5-a]pyridin-5-yl)-1-methyl-1H-pyrazol-4-yl)oxy)methyl)-4-methoxypyrrolidine-1-carboxylate C1(CC1)C(=O)NC1=NN2C(C=C(C=C2)C2=C(C=NN2C)OC[C@H]2CN(C[C@@H]2OC)C(=O)OC(C)(C)C)=C1